C(#N)[C@H](C[C@H]1C(NCCC1)=O)NC(=O)[C@@H]1N([C@H]2CC([C@@H]1CC2)(F)F)C(=O)C2(C1=CC=CC=C1C=1C=CC=CC21)O (1R,3R,4R)-N-((S)-1-cyano-2-((S)-2-oxopiperidin-3-yl)ethyl)-5,5-difluoro-2-(9-hydroxy-9H-fluorene-9-carbonyl)-2-azabicyclo[2.2.2]octane-3-carboxamide